endo-8-{7-[7-chloro-2-(oxetan-3-yl)-1,3-benzothiazol-6-yl]-5H-pyrrolo[2,3-b]pyrazin-3-yl}-8-azabicyclo[3.2.1]octan-3-amine ClC1=C(C=CC=2N=C(SC21)C2COC2)C2=CNC1=NC(=CN=C12)N1C2CC(CC1CC2)N